4,4-dimethyl-6-(4-((trans-4-morpholinocyclohexyl)amino)-7H-pyrrolo[2,3-d]pyrimidin-5-yl)-3,4-dihydroisoquinolin-1(2H)-one CC1(CNC(C2=CC=C(C=C12)C1=CNC=2N=CN=C(C21)N[C@@H]2CC[C@H](CC2)N2CCOCC2)=O)C